(E)-9,9-dimethyl-9H-fluoren-2-amine CC1(C2=CC=CC=C2C=2C=CC(=CC12)N)C